Cl.Cl.N1CC(C1)N1CC(N(CC1)C)=O 4-(azetidin-3-yl)-1-methylpiperazin-2-one dihydrochloride